C(C1=CC=CC=C1)O[C@@H](COC1=C(C=C(OC1=O)C(=O)OC)I)C methyl 5-[(2R)-2-(benzyloxy)propoxy]-4-iodo-6-oxopyran-2-carboxylate